6-(5-amino-4-fluoro-6-(trifluoromethyl)pyridin-2-yl)-N2,N4-bis(3,3-difluorocyclobutyl)-1,3,5-Triazine-2,4-diamine NC=1C(=CC(=NC1C(F)(F)F)C1=NC(=NC(=N1)NC1CC(C1)(F)F)NC1CC(C1)(F)F)F